N1=CC=C(C=C1)N1N=C(C=C1)CO (1-(pyridin-4-yl)-1H-pyrazol-3-yl)methanol